F[B-](F)(F)F.[K+] Potassium (fluoroborate)